(±)-2-((methylsulfinyl)methyl)-4-nitrophenol C[S@@](=O)CC1=C(C=CC(=C1)[N+](=O)[O-])O |r|